7-((3r,4r)-4-((2,3-dihydrobenzo[b][1,4]dioxin-6-yl)oxy)-3-methylpiperidin-1-yl)-8-methyl-4H-pyrimido[1,2-b]pyridazin-4-one O1C2=C(OCC1)C=C(C=C2)O[C@H]2[C@@H](CN(CC2)C=2C(=CC=1N(N2)C(C=CN1)=O)C)C